CC1=CC=CC2=C1N(C(N2)=O)C=2C=NC(=CC2)C 7-methyl-1-(6-methylpyridin-3-yl)-1H-benzo[d]imidazol-2(3H)-one